CC=1SC2=C(N1)C=C(C(=C2)NC2=NC=1N(C(C(N(C1C=N2)C)=O)C)C2CCOCC2)C 2-((2,5-dimethylbenzo[d]thiazol-6-yl)amino)-5,7-dimethyl-8-(tetrahydro-2H-pyran-4-yl)-7,8-dihydropteridin-6(5H)-one